FC1(CCN(CC1)C1=NC(=NC=C1)NC(C1=NC=C(C=C1N1CCC2(CC2)CC1)NS(=O)(=O)CCO)=O)F N-(4-(4,4-difluoropiperidin-1-yl)pyrimidin-2-yl)-5-((2-hydroxyethyl)sulfonamido)-3-(6-azaspiro[2.5]octan-6-yl)picolinamide